ClC=1C=CC(=C(C1)C=1N=CN(C(C1)=O)[C@H]1CCC[C@H](C(NC=2C=NN(C2C=2C=CN=C1C2)C)=O)C)C2=C(C=CC=C2)Cl (9R,13S)-13-{4-[5-chloro-2-(2-chlorophenyl)phenyl]-6-oxo-1,6-dihydropyrimidin-1-yl}-3,9-dimethyl-3,4,7,15-tetraazatricyclo[12.3.1.02,6]Octadeca-1(18),2(6),4,14,16-pentaen-8-one